C(C)N1C(CC2=CC(=C(C=C12)OC)C1=C(C=CC(=C1)C=1C2=C(N=NC1)N(C=N2)CC)F)=O 1-Ethyl-5-(5-(7-ethyl-7H-imidazo[4,5-c]pyridazin-4-yl)-2-fluorophenyl)-6-methoxyindol-2-one